BrC1=CC=CC2=C1N(C(=N2)Cl)C 7-bromo-2-chloro-1-methyl-1H-benzo[d]imidazole